3-(5-(3-(4-chlorophenethoxy)phenyl)-3-hydroxypicolinamido)-2,2-dimethylpropanoic acid ClC1=CC=C(CCOC=2C=C(C=CC2)C=2C=C(C(=NC2)C(=O)NCC(C(=O)O)(C)C)O)C=C1